tert-butyl 4-((4-(5-(3-(trifluoromethyl)phenoxy)pentyl)phenyl)carbamoyl)piperazine-1-carboxylate FC(C=1C=C(OCCCCCC2=CC=C(C=C2)NC(=O)N2CCN(CC2)C(=O)OC(C)(C)C)C=CC1)(F)F